1-amino-2-oxa-3,3-bis(aminomethoxy)hexane NCOC(CCC)(OCN)OCN